OC(C(=O)O)CCCC α-hydroxycaproic acid